OC1CN(C1)C(=O)O[C@@H]1CC[C@H](CC1)C(N(C[C@@H]1CC[C@H](CC1)C=1C=NC(=CC1)N(C)C)C1=CC(=CC=C1)C=1N=C(OC1)C1CC1)=O trans-4-((3-(2-Cyclopropyloxazol-4-yl)-phenyl)((trans-4-(6-(dimethylamino)-pyridine-3-yl)cyclohexyl)methyl)carbamoyl)cyclohexyl 3-hydroxyazetidine-1-carboxylate